CN1CCC(CC1)N1CCNCC1 4-(1-methylpiperidin-4-yl)-piperazin